[C@H]12CN(C[C@H](CC1)O2)C=2C1=C(N=C(N2)N2CCC(CC2)(C)O)C(=C(N=C1)C=1NC(C=C2C=CC(=C(C12)C#C)F)=O)F 1-(4-((1R,5S)-8-oxa-3-azabicyclo[3.2.1]octan-3-yl)-8-fluoro-2-(4-hydroxy-4-methylpiperidin-1-yl)pyrido[4,3-d]pyrimidin-7-yl)-8-ethynyl-7-fluoroisoquinolin-3(2H)-one